C(C1=CC=CC=C1)C=1C(=C(C=CC1)P([O-])([O-])=O)C1C2=CC=CC=C2C=2C=CC=CC12 Benzyl(9H-fluoren-9-yl)(R)-phenylphosphonate